CC(CC(C(C(C(=O)[O-])(CC(C(CC)C)C)CC(C(CC)C)C)(O)C(=O)[O-])C(=O)[O-])C(CC)C tri(2,3-dimethyl-1-pentyl)citrate